OC1(CCC(CC1)NC1=NC(=CC(=C1)C=1C=C(C=CC1C)NC(=O)N1C[C@@H](CC1)CC(F)(F)F)N1CCOCC1)C (S)-N-(3-(2-(((1S,4R)-4-hydroxy-4-methylcyclohexyl)amino)-6-morpholinopyridin-4-yl)-4-methylphenyl)-3-(2,2,2-trifluoroethyl)pyrrolidine-1-carboxamide